2-(1-(3-(7-fluorobenzofuran-5-yl)-6-(3,3,3-trifluoropropyl)pyrazin-2-yl)pyrrolidin-3-yl)acetic acid FC1=CC(=CC=2C=COC21)C=2C(=NC(=CN2)CCC(F)(F)F)N2CC(CC2)CC(=O)O